3-(5-chloro-2-hydroxy-4-methylphenyl)-4-fluoro-N-(2-methoxyethyl)-N-methylbenzamide ClC=1C(=CC(=C(C1)C=1C=C(C(=O)N(C)CCOC)C=CC1F)O)C